N-cyano-4-methyl-N-phenylbenzenesulfonamide C(#N)N(S(=O)(=O)C1=CC=C(C=C1)C)C1=CC=CC=C1